C(CCCOCCC1=C(C=CC(=C1)C)S(=O)(=O)O)OCCC1=C(C=CC(=C1)C)S(=O)(=O)O (butane-1,4-diylbis(oxy))bis(ethane-2,1-diyl)bis(4-methylbenzenesulfonic acid)